(1S,4R,5S)-5-cyano-2-azabicyclo[2.2.1]heptane-2-carboxylic acid tert-butyl ester C(C)(C)(C)OC(=O)N1[C@@H]2C[C@@H]([C@H](C1)C2)C#N